(R)-3-(7-chloro-3-cyclopropyl-2-methyl-1,1-dioxido-5-phenyl-2,3,4,5-tetrahydrobenzo[f][1,2,5]thiadiazepin-8-yl)-4-(hydroxymethyl)benzoic acid ClC=1C(=CC2=C(N(C[C@H](N(S2(=O)=O)C)C2CC2)C2=CC=CC=C2)C1)C=1C=C(C(=O)O)C=CC1CO